OC(C(=O)N1CCC(CC1)C1=CC=C(C=C1)NC(OC1=CC=CC=C1)=O)(C)C phenyl (4-(1-(2-hydroxy-2-methylpropanoyl)piperidin-4-yl)phenyl)carbamate